4-(2-((3-chlorophenylethyl)amino)phenyl)piperazine ClC=1C=C(C=CC1)CCNC1=C(C=CC=C1)N1CCNCC1